CS(=O)(=O)NCC1CN(CC1)C(=O)OC(C)(C)C tert-Butyl 3-(methanesulfonamidomethyl)pyrrolidine-1-carboxylate